(butane-1,3-diylbis(oxy))bis(2-amino-5-fluorobenzoate) C(CC(C)OC=1C(=C(C(=O)[O-])C=C(C1)F)N)OC=1C(=C(C(=O)[O-])C=C(C1)F)N